BrC1=CN=C2C(CCN(C2=C1C)C(=O)OC(C)(C)C)=C tert-butyl 7-bromo-8-methyl-4-methylidene-1,2,3,4-tetrahydro-1,5-naphthyridine-1-carboxylate